NC1=C(C(=O)N)C=CC(=C1)F 2-Amino-4-fluorobenzoamide